Ethylaminocyanoacetat C(C)NC(C(=O)[O-])C#N